N-hydroxy-4-methoxy-naphthalene-1-carboxamide ONC(=O)C1=CC=C(C2=CC=CC=C12)OC